2,4-dihydroxybenzoic acid-N-(4-hydroxy-3-ethoxybenzyl)amide OC1=C(C=C(CNC(C2=C(C=C(C=C2)O)O)=O)C=C1)OCC